9-(4-chloro-2-fluorophenyl)-7-[(2S)-2-(2-methoxypyridin-4-yl)morpholin-4-yl]-2,3-dimethylpyrazino[1,2-a]pyrimidin-4-one ClC1=CC(=C(C=C1)C1=NC(=CN2C1=NC(=C(C2=O)C)C)N2C[C@@H](OCC2)C2=CC(=NC=C2)OC)F